CCCCCCCCC/C=C\CCCCCCCC(=O)O[C@H](COC(=O)CCCCCCC/C=C\CCCCCC)COP(=O)(O)OC[C@@H](C(=O)O)N 1-(9Z-hexadecenoyl)-2-(9Z-nonadecenoyl)-glycero-3-phosphoserine